12-hydroxy-1,4,11-trioxo-N-(2,4,6-trifluorobenzyl)-1,4,5,6,7,11-hexahydro-3H-2,7-methanopyrido[1,2-a][1,4]diazonine-10-carboxamide OC=1C(C(=CN2C1C(N1CC(CCC2C1)=O)=O)C(=O)NCC1=C(C=C(C=C1F)F)F)=O